O1CCC(=CC1)C1=CN(C=2N=CN=C(C21)NCC2=NC(=NC=C2)N2CC(N(CC2)C(=O)OC(C)(C)C)(C)C)COCC[Si](C)(C)C tert-butyl 4-(4-(((5-(3,6-dihydro-2H-pyran-4-yl)-7-((2-(trimethylsilyl)ethoxy)methyl)-7H-pyrrolo[2,3-d]pyrimidin-4-yl)amino)methyl)pyrimidin-2-yl)-2,2-dimethylpiperazine-1-carboxylate